(4-((E)-2-(3'-(6-(((R)-3-hydroxypyrrolidin-1-yl)methyl)-1-oxoisoquinolin-2(1H)-yl)-2,2'-dimethyl-[1,1'-biphenyl]-3-yl)vinyl)-2-methoxy-5-(trifluoromethyl)benzyl)-L-proline O[C@H]1CN(CC1)CC=1C=C2C=CN(C(C2=CC1)=O)C=1C(=C(C=CC1)C1=C(C(=CC=C1)/C=C/C1=CC(=C(CN2[C@@H](CCC2)C(=O)O)C=C1C(F)(F)F)OC)C)C